1-(4-(3-(2,6-difluoro-3,5-dimethoxyphenyl)-1-ethyl-2-oxo-1,2,3,4-tetrahydropyrido[4,3-d]pyrimidin-7-yl)phenyl)cyclopropanecarbonitrile FC1=C(C(=C(C=C1OC)OC)F)N1C(N(C2=C(C1)C=NC(=C2)C2=CC=C(C=C2)C2(CC2)C#N)CC)=O